C(C)(C)(C)C=1C(=NC=CC1NC(CC1=C(C=CC(=C1)C)O)=O)C(=O)N tert-butyl-4-[[2-(2-hydroxy-5-methyl-phenyl)acetyl]amino]pyridine-2-carboxamide